C(=O)P(C1=CC=CC=C1)C1=CC=CC=C1 formyldiphenylphosphine